C(CCCCCCCCCCCCCCCC)P(O)(O)=O n-heptadecyl-phosphonic acid